CO[Si](CCCC1C(=O)OC(C1)=O)(OC)OC 3-trimethoxysilylpropylsuccinic anhydride